n-Hexanoic acid ethyl ester C(C)OC(CCCCC)=O